C1(CCC1)N1CCC(CC1)N1C(N(C2=C1C=CC(=C2)F)CC2=NC=C(C=C2)C=2OC(=NN2)C(F)F)=O 1-(1-cyclobutylpiperidin-4-yl)-3-((5-(5-(difluoromethyl)-1,3,4-oxadiazol-2-yl)pyridin-2-yl)methyl)-5-fluoro-1,3-dihydro-2H-benzo[d]imidazol-2-one